THIAZOLOPYRIMIDONE N1=CS(C2=C1C=NC=N2)=O